2-chloro-4-(3-(2-hydroxyethyl)-1H-pyrazol-1-yl)benzonitrile ClC1=C(C#N)C=CC(=C1)N1N=C(C=C1)CCO